FC(CCCC[SiH3])(F)F trifluoroamyl-silane